6-(7-(8-chloro-7-fluoro-3-hydroxynaphthalen-1-yl)-8-fluoro-2-(((2r,7as)-2-fluorohexahydro-1H-pyrrolizin-7a-yl)methoxy)pyrido[4,3-d]pyrimidin-4-yl)-6-azabicyclo[3.2.1]octan-3-ol ClC=1C(=CC=C2C=C(C=C(C12)C1=C(C=2N=C(N=C(C2C=N1)N1C2CC(CC(C1)C2)O)OC[C@]21CCCN1C[C@@H](C2)F)F)O)F